COC1=CC=C(CN2C(C(CCC2=O)N2C(N(C3=C2C=CC(=C3)OCCCN(C(OC(C)(C)C)=O)C)C)=O)=O)C=C1 tert-butyl (3-((1-(1-(4-methoxybenzyl)-2,6-dioxopiperidin-3-yl)-3-methyl-2-oxo-2,3-dihydro-1H-benzo[d]imidazol-5-yl)oxy)propyl)(methyl)carbamate